C1(CC1)CN1C(=CC=2C1=NC(=CC2)OC)C(=O)O 1-(cyclopropylmethyl)-6-methoxy-1H-pyrrolo[2,3-b]pyridine-2-carboxylic acid